Methyl 2-(4-amino-7-chloro-1-isopropyl-1H-pyrazolo[4,3-c]pyridin-3-yl)-1H-indole-6-carboxylate NC1=NC=C(C2=C1C(=NN2C(C)C)C=2NC1=CC(=CC=C1C2)C(=O)OC)Cl